BrC1=C(C=NN(C1=O)C1=CC=CC=C1)OC(C(=O)O)=O 5-bromo-1,6-dihydro-6-oxo-1-phenylpyridazin-4-yl-oxalic acid